tert-butyl ((1S,3S)-3-((7-fluoronaphtho[2,1-d]thiazol-2-yl)carbamoyl)cyclohexyl)carbamate FC=1C=C2C=CC=3N=C(SC3C2=CC1)NC(=O)[C@@H]1C[C@H](CCC1)NC(OC(C)(C)C)=O